ClC1=CC=C(C=C1)N1C(OC=C1C1=CC=C(C=C1)S(=O)(=O)N)=O 4-[3-(4-chlorophenyl)-2,3-dihydro-2-oxo-4-oxazolyl]benzenesulfonamide